tert-Butyl N-[5-chloro-2-[hydroxy(1H-indazol-4-yl)methyl]-3-pyridyl]carbamate ClC=1C=C(C(=NC1)C(C1=C2C=NNC2=CC=C1)O)NC(OC(C)(C)C)=O